C(C)(C)N1CC2=CC(=CC=C2CC1)NC1=NC=CC(=N1)NC1=NC(=NC=C1)C1=NC(=CC=C1)C N2-(2-isopropyl-3,4-dihydro-1H-isoquinolin-7-yl)-N4-[2-(6-methyl-2-pyridyl)pyrimidin-4-yl]pyrimidine-2,4-diamine